C1C[C@@H](NC1)C(=O)[O-] The molecule is an optically active form of prolinate having D-configuration. It has a role as a human metabolite. It is a conjugate base of a D-proline. It is an enantiomer of a L-prolinate.